CC1=CS(OC(=C1)C)(=O)=O 4,6-dimethyl-1,2-oxathiine 2,2-dioxide